(±)-(trans)-N-(8-amino-6-(4-methyl-6-(2-oxoazetidin-1-yl)pyridin-3-yl)-2,7-naphthyridin-3-yl)-2-(1-methyl-1H-pyrazol-4-yl)cyclopropane-1-carboxamide NC=1N=C(C=C2C=C(N=CC12)NC(=O)[C@H]1[C@@H](C1)C=1C=NN(C1)C)C=1C=NC(=CC1C)N1C(CC1)=O |r|